ClC(C(=O)N(CC=C)CC1OCCCO1)Cl 2,2-dichloro-N-(1,3-dioxane-2-ylmethyl)-N-(2-propenyl)acetamide